cyclopentadienyl-bis(2-isopropoxyphenyl)phosphine C1(C=CC=C1)P(C1=C(C=CC=C1)OC(C)C)C1=C(C=CC=C1)OC(C)C